C1C(CCCCCCCCCCCCCCCCCCCCCCCCC)O1 1,2-epoxyheptacosane